C(C=C)(=O)OCC(OC(NCCCCCCNC(OC(COC(C=C)=O)COC1CCCCC1)=O)=O)COC1CCCCC1 2,15-bis(cyclohexyloxymethyl)-4,13-dioxo-3,14-dioxa-5,12-diazahexadecane-1,16-diyl diacrylate